1-isopropyl-N-(6-(1-methyl-1H-1,2,3-triazol-4-yl)isoquinolin-3-yl)piperidine-4-carboxamide C(C)(C)N1CCC(CC1)C(=O)NC=1N=CC2=CC=C(C=C2C1)C=1N=NN(C1)C